[C-]#N.C(CCCCCCCC)[N+]1(CCCC1)C 1-Nonyl-1-methylpyrrolidinium cyanid